FC1=C(C=CC(=C1)OC1=NNC=C1)NC(OC(C)(C)C)=O tert-Butyl [2-fluoro-4-(1H-pyrazol-3-yloxy)phenyl]carbamate